N1=CNC2=C1C=CC(=C2)C2=CC=1C3=C(C=NC1C=C2OC)N(C(N3C3=NC=C(C=C3F)OC)=O)C 8-(3H-Benzimidazol-5-yl)-1-(3-fluoro-5-methoxypyridin-2-yl)-7-methoxy-3-methyl-1,3-dihydroimidazo[4,5-c]-quinolin-2-one